C(CCC)(=O)O.CNC dimethylamine butyrate